NC1=CC(=NC=N1)OCCO 2-((6-aminopyrimidin-4-yl)oxy)ethan-1-ol